E-2-methylbut-2-endioat C/C(/C(=O)[O-])=C\C(=O)[O-]